The molecule is a monothiocarbamic ester that is carbamothioic S-acid substituted by two propyl groups at the nitrogen atom and a benzyl group at the the sulfur atom. It has a role as an environmental contaminant, a xenobiotic and a herbicide. It is a member of benzenes and a monothiocarbamic ester. CCCN(CCC)C(=O)SCC1=CC=CC=C1